1H-thieno[3,2-d][1,3]Oxazine-2,4-dione N1C(OC(C2=C1C=CS2)=O)=O